ClC1=CC(=C(C=C1)B(O)O)SC 4-chloro-2-methylthiophenylboronic acid